tert-butyl 3-((2-((S)-((tert-butoxycarbonyl)amino)(4,4-difluorocyclohexyl)methyl)imidazo[1,2-b]pyridazin-7-yl)methyl)-2-oxo-6-(trifluoromethyl)piperidine-1-carboxylate C(C)(C)(C)OC(=O)N[C@H](C=1N=C2N(N=CC(=C2)CC2C(N(C(CC2)C(F)(F)F)C(=O)OC(C)(C)C)=O)C1)C1CCC(CC1)(F)F